O=C1N(CCC(N1)=O)C1=NN(C2=CC(=C(C=C12)F)N1CCC(CC1)(F)CC(=O)OC(C)(C)C)C tert-butyl 2-[1-[3-(2,4-dioxohexahydropyrimidin-1-yl)-5-fluoro-1-methyl-indazol-6-yl]-4-fluoro-4-piperidyl]acetate